1-{9-[Methyl-(7H-pyrrolo[2,3-d]pyrimidin-4-yl)-amino]-3-aza-spiro[5.5]undecane-3-carbonyl}-cyclopropanecarbonitrile CN(C1CCC2(CCN(CC2)C(=O)C2(CC2)C#N)CC1)C=1C2=C(N=CN1)NC=C2